C1=CC=CC=2C3=CC=CC=C3C(=CC12)CCCCCCCCCCCS 11-(phenanthren-9-yl)undecane-1-thiol